2-(5-(6-((2-(1-(Cyclopropylsulfonyl)-1H-pyrazol-4-yl)pyrimidin-4-yl)amino)-4-(isopropylamino)pyridin-3-yl)pyrazin-2-yl)propan-2-ol C1(CC1)S(=O)(=O)N1N=CC(=C1)C1=NC=CC(=N1)NC1=CC(=C(C=N1)C=1N=CC(=NC1)C(C)(C)O)NC(C)C